Cerium (IV) octanoate C(CCCCCCC)(=O)[O-].[Ce+4].C(CCCCCCC)(=O)[O-].C(CCCCCCC)(=O)[O-].C(CCCCCCC)(=O)[O-]